tert-butyl-(S)-(11-((carbamoyloxy)methyl)-4-ethyl-8-fluoro-4-hydroxy-3,14-dioxo-3,4,12,14-tetrahydro-1H-pyrano[3',4':6,7]indolizino[1,2-b]quinolin-9-yl)carbamate C(C)(C)(C)OC(NC1=CC=2C(=C3C(=NC2C=C1F)C1=CC2=C(C(N1C3)=O)COC([C@]2(O)CC)=O)COC(N)=O)=O